CC=1C(=CC=CC1N)N toluene-2,6-diamine